C1(=CC=CC=C1)C(C1=CC=CC=C1)=NC1=C2CC[C@@H](N(C2=CC=C1)C(=O)OC)C methyl (S)-5-((diphenylmethylene)amino)-2-methyl-3,4-dihydroquinoline-1(2H)-carboxylate